COC(=O)N1CCN(CC1)CC1=C(C(=CC=C1)N)F 4-(3-amino-2-fluorobenzyl)piperazine-1-carboxylic acid methyl ester